5-[4-[[4-[[5-(trifluoromethoxy)-2-pyridyl]Amino]-1-piperidyl]sulfonyl]phenyl]-1H-indole-3-carbonitrile FC(OC=1C=CC(=NC1)NC1CCN(CC1)S(=O)(=O)C1=CC=C(C=C1)C=1C=C2C(=CNC2=CC1)C#N)(F)F